FC1=CC=C(C=C1)CC(=O)NC=1C=C2CCN(C2=CC1)CC1=CC=C(C=C1)C(C)C 2-(4-Fluorophenyl)-N-[1-(4-isopropylbenzyl)-2,3-dihydro-1H-indol-5-yl]-acetamide